O1C=NC2=C1C(=CC=C2)OC2=CC(=C(C(=O)Cl)C=C2)Cl 4-(benzo[d]oxazol-7-yloxy)-2-chlorobenzoyl chloride